[Si](C)(C)(C(C)(C)C)OCCC(O)C=1N=C(SC1Br)Br 3-[(tert-butyldimethylsilyl)oxy]-1-(2,5-dibromo-1,3-thiazol-4-yl)propan-1-ol